1-(4-chlorobenzyl)-3-(4-(1-(2-methylbenzoyl)piperidin-4-yl)butyl)urea ClC1=CC=C(CNC(=O)NCCCCC2CCN(CC2)C(C2=C(C=CC=C2)C)=O)C=C1